BrC1=C(C=C(C=C1)C(C(=O)N)C1=C(C=CC=C1)Cl)S(N)(=O)=O (4-bromo-3-sulfamoylphenyl)-2-(2-chlorophenyl)acetamide